2-((S)-3-(4-amino-3-(2-fluoro-4-phenoxyphenyl)-1H-pyrazolo[3,4-d]pyrimidin-1-yl)piperidine-1-carbonyl)-4-((R)-hexahydropyrazino[2,1-c][1,4]oxazin-8(1H)-yl)-4-methylpent-2-enenitrile NC1=C2C(=NC=N1)N(N=C2C2=C(C=C(C=C2)OC2=CC=CC=C2)F)[C@@H]2CN(CCC2)C(=O)C(C#N)=CC(C)(C)N2C[C@@H]1COCCN1CC2